2,2'-azobis[N-(2-methylethyl)-2-methylpropionamide] N(=NC(C(=O)NCCC)(C)C)C(C(=O)NCCC)(C)C